C1(CC1)NC1(CCCC1)CNC(C1=CC=C(C=C1)C#CC1=C(C=CC=C1)F)=O N-((1-(cyclopropylamino)cyclopentyl)methyl)-4-((2-fluorophenyl)ethynyl)benzamide